1-tert-butyl 4-methyl 4-[2-(4,4,5,5-tetramethyl-1,3,2-dioxaborolan-2-yl)phenoxy]piperidine-1,4-dicarboxylate CC1(OB(OC1(C)C)C1=C(OC2(CCN(CC2)C(=O)OC(C)(C)C)C(=O)OC)C=CC=C1)C